C(C1=CC=CC=C1)NC(=O)[C@@]12N=C[C@H]3[C@H]([C@@H]1N(C[C@@H]2C3)CC(C)C)CC(C)C |o1:10,13,14,15,18| (3S*,3aS*,6R*,7R*,7aS*)-N-benzyl-1,7-diisobutyl-1,2,3,6,7,7a-hexahydro-3aH-3,6-methanopyrrolo[3,2-b]pyridine-3a-carboxamide